CN(CCCCCCNC(C1=CN=C(C=C1)[18F])=O)C N-(6-(dimethyl-amino)hexyl)-6-[18F]fluoronicotinamide